ClC=1C=C(OC=2C(=NC(=NC2)C)C(OC)=N)C=CC1 methyl 5-(3-chlorophenoxy)-2-methyl-pyrimidine-4-carboximidoate